ClC1(CN(C1)C(=O)OC(C)(C)C)C1=CC=C(C=C1)F tert.-Butyl 3-chloro-3-(4-fluorophenyl)azetidine-1-carboxylate